6,7-dihydro-2-benzothiophen-4(5H)-one C=1SC=C2C1CCCC2=O